2-(5-{cyclopropyl[(1S,2S,3R)-2-fluoro-8-azabicyclo[3.2.1]octan-3-yl]amino}pyrazin-2-yl)-5-[1-(fluoromethyl)-1H-pyrazol-4-yl]phenol C1(CC1)N(C=1N=CC(=NC1)C1=C(C=C(C=C1)C=1C=NN(C1)CF)O)[C@H]1[C@H]([C@@H]2CCC(C1)N2)F